isopropyl cis-2-((6-(2,5-difluorophenyl)pyridin-2-yl)methyl)-3-((methylsulfonyl)amino)piperidine-1-carboxylate FC1=C(C=C(C=C1)F)C1=CC=CC(=N1)C[C@@H]1N(CCC[C@@H]1NS(=O)(=O)C)C(=O)OC(C)C